6-oxo-4-(4,4,5,5-tetramethyl-1,3,2-dioxaborolan-2-yl)-3,6-dihydropyridine-1(2H)-carboxylic acid tert-butyl ester C(C)(C)(C)OC(=O)N1CCC(=CC1=O)B1OC(C(O1)(C)C)(C)C